2-[2-fluoro-5-methoxy-4-(piperidine-1-carbonyl)phenyl]-4-[(1-methyl-pyrazol-4-yl)amino]-6H-1,6-naphthyridin-5-one FC1=C(C=C(C(=C1)C(=O)N1CCCCC1)OC)C1=NC=2C=CNC(C2C(=C1)NC=1C=NN(C1)C)=O